(1R)-6-chloro-N-[2,4-difluoro-3-(8-methoxy-2-{[1-(2-methoxyethyl)piperidin-4-yl]amino}quinazolin-6-yl)phenyl]-1-hydroxy-2,3-dihydro-1H-indene-4-sulfonamide ClC=1C=C(C=2CC[C@H](C2C1)O)S(=O)(=O)NC1=C(C(=C(C=C1)F)C=1C=C2C=NC(=NC2=C(C1)OC)NC1CCN(CC1)CCOC)F